1-hydroxyethylene OC=C